7-aminoheptane-1-thiol NCCCCCCCS